2-(3,7-dimethylocta-2,6-dien-1-yl)-5-pentyl-4-(quinoxalin-6-yl)benzene-1,3-diol CC(=CCC1=C(C=C(C(=C1O)C=1C=C2N=CC=NC2=CC1)CCCCC)O)CCC=C(C)C